C1(=CC=CC=C1)CS(=O)(=O)NC=1C(=NC=C(C1)C(=O)N1CCC(CC1)C1=CC=C(C=C1)OC=1N=NC(=CC1)C(F)(F)F)N1CCN(CC1)C(=O)OC(C)(C)C tert-butyl 4-(3-((phenylmethyl)sulfonamido)-5-(4-(4-((6-(trifluoromethyl)pyridazin-3-yl)oxy)-phenyl)piperidine-1-carbonyl)pyridin-2-yl)piperazine-1-carboxylate